ClC=1C=C(C=CC1CC(C)C)C1=NC(=NO1)C1=CC=C(CN2CCC(CC2)(C(=O)O)CCCN2CCCCC2)C=C1 1-{4-[5-(3-Chloro-4-isobutyl-phenyl)-[1,2,4]oxadiazol-3-yl]-benzyl}-4-(3-piperidin-1-yl-propyl)-piperidine-4-carboxylic acid